thio-sulphate S(=S)(=O)([O-])[O-]